COC1=C(C=CC=C1)N1N=CC=C1 1-(2-methoxyphenyl)-1H-pyrazole